2-({6-[(4,4-dimethylpiperidin-1-yl)methyl]imidazo[1,2-a]pyridin-2-yl}methyl)-5-[2-(pyridin-4-yl)ethynyl]-1,2-dihydro-2,7-naphthyridin-1-one CC1(CCN(CC1)CC=1C=CC=2N(C1)C=C(N2)CN2C(C1=CN=CC(=C1C=C2)C#CC2=CC=NC=C2)=O)C